D-alanyl-ammonia N[C@H](C)C(=O)N